[N+](=[N-])=C1C(C2=CC=C(C=C2C12C1=CC=C(C=C1OC=1C=C(C=CC21)N2CC(C2)C(=O)N2CCCC2)N2CC(C2)C(=O)N2CCCC2)C(=O)N)=O 2-diazo-3-oxo-3',6'-bis(3-(tetrahydropyrrole-1-carbonyl)azetidin-1-yl)-2,3-dihydrospiro[indene-1,9'-xanthene]-6-carboxamide